NC1=CC=C(OC2=CC=C(C=C2)S(=O)(=O)C2=CC=C(C=C2)OC2=CC=C(C=C2)N)C=C1 bis(4-(4-aminophenoxy)phenyl)sulfone